ClN1CN2C(C=CC=C2)=C1 2-chloroimidazo[1,5-a]pyridine